OC1=C(C(=O)N(CCC)C2=C(C=CC=C2)C(=O)N2CCOCC2)C=C(C(=C1)O)C(C)C 2,4-dihydroxy-5-isopropyl-N-(2-(morpholine-4-carbonyl)phenyl)-N-propylbenzamide